N1=C(C=CC=C1)CNC(=O)C=1N=C(C=2N(C1)C1=C(N2)C=CC=C1)NC(OC(C)(C)C)=O tert-butyl (3-((pyridin-2-ylmethyl)carbamoyl)benzo[4,5]imidazo[1,2-a]pyrazin-1-yl)carbamate